dimethylfluoroimidazole CC1=C(N=C(N1)F)C